3-Bromo-5-(piperidin-1-yl)benzaldehyde BrC=1C=C(C=O)C=C(C1)N1CCCCC1